((1r,2r)-2-(((E)-benzylidene)amino)-2-(5-fluoro-2-methoxyphenyl)cyclopropyl)acetonitrile C(/C1=CC=CC=C1)=N\[C@]1([C@H](C1)CC#N)C1=C(C=CC(=C1)F)OC